(S)-1-cyano-N-(4-(3-cyanophenyl)-5-fluorothiazol-2-yl)-N-methylpyrrolidine-2-carboxamide C(#N)N1[C@@H](CCC1)C(=O)N(C)C=1SC(=C(N1)C1=CC(=CC=C1)C#N)F